4-(4-tert-Butylcyclohexyl)aminobutan C(C)(C)(C)C1CCC(CC1)NCCCC